((1s,3s)-3-hydroxy-3-methylcyclobutyl)(6-(4-methyl-3-(trifluoromethyl)phenoxy)-2-azaspiro[3.3]hept-2-yl)methanone OC1(CC(C1)C(=O)N1CC2(C1)CC(C2)OC2=CC(=C(C=C2)C)C(F)(F)F)C